trans-N-[4-[5-[4-amino-2-(oxetan-3-ylsulfonyl)phenyl]thiazol-2-yl]cyclohexyl]carbamic acid isopropyl ester C(C)(C)OC(N[C@@H]1CC[C@H](CC1)C=1SC(=CN1)C1=C(C=C(C=C1)N)S(=O)(=O)C1COC1)=O